N[C@H](C(=O)O)CCCC (2S)-2-aminohexanoic acid